4-ethyl-1-((2-methyl-2H-1,2,3-triazol-4-yl)ethynyl)-N-(1-methylcyclopropyl)-5-oxo-1,2,4,5-tetrahydroimidazo[1,2-a]quinazoline-7-sulfonamide C(C)N1C=2N(C3=CC=C(C=C3C1=O)S(=O)(=O)NC1(CC1)C)C(CN2)C#CC2=NN(N=C2)C